(S)-3-(3-(4-hydroxy-1,6-dimethyl-2-oxo-1,2-dihydropyridin-3-yl)ureido)-3-(5-(2-methyl-benzyl)thiophen-2-yl)propanoic acid OC1=C(C(N(C(=C1)C)C)=O)NC(N[C@@H](CC(=O)O)C=1SC(=CC1)CC1=C(C=CC=C1)C)=O